o-methoxyallyl-benzene COC=CCC1=CC=CC=C1